(7-cyclopropyl-1H-indazol-3-yl)-2,4-difluorobenzamide C1(CC1)C=1C=CC=C2C(=NNC12)C=1C(=C(C(=O)N)C=CC1F)F